FC=1C=C(C=CC1)COC=1SC=2C(N(CCC2N1)[C@@H](C(C)(C)C)C)=O 2-[(3-fluorophenyl)methoxy]-6,7-dihydro-5-[(1R)-1,2,2-trimethylpropyl]-thiazolo[5,4-c]pyridin-4(5H)-one